N'-[4-[tert-butyl(dimethyl)silyl]oxy-2-ethyl-phenyl]-4-(cyclopentylamino)-6-(o-tolyl)pyrrolo[1,2-b]pyridazine-3-carboxamidine [Si](C)(C)(C(C)(C)C)OC1=CC(=C(C=C1)N=C(N)C1=C(C=2N(N=C1)C=C(C2)C2=C(C=CC=C2)C)NC2CCCC2)CC